FC(C(C)(O)C)(C1=C(C(=CC=C1)[C@@H](C)NC1=NC(=NC2=C(C(=C(C=C12)OCCOC)OC)F)C)F)F (R)-1,1-Difluoro-1-(2-fluoro-3-(1-((8-fluoro-7-methoxy-6-(2-methoxyethoxy)-2-Methylquinazolin-4-yl)amino)ethyl)phenyl)-2-methylpropan-2-ol